C(C)N1N=CC(=C1)CN1C(N(C=C1C)C1=C(C(=CC(=C1)N1C[C@H](OCC1)C)C(F)(F)F)C)=O 3-[(1-ethyl-1H-pyrazol-4-yl)methyl]-4-methyl-1-{2-methyl-5-[(2R)-2-methylmorpholin-4-yl]-3-(trifluoromethyl)phenyl}-1,3-dihydro-2H-imidazol-2-one